N-[3-[(4-chlorophenyl)carbamoyl]-5,6-dihydro-4H-cyclopenta[b]thiophen-2-yl]-1-methylsulfonyl-piperidine-3-carboxamide ClC1=CC=C(C=C1)NC(=O)C=1C2=C(SC1NC(=O)C1CN(CCC1)S(=O)(=O)C)CCC2